COC1=CC=C(CN(C2=NC=CC(=N2)NC(C)CCC)CC2=CC=C(C=C2)OC)C=C1 2-(Bis(4-methoxybenzyl)amino)-4-(pentan-2-ylamino)pyrimidin